NC(C(=O)O)CCCNC(CN=[N+]=[N-])=O 2-amino-5-[(azidoacetyl)amino]pentanoic acid